C(C(=O)C)C1(OC(C2=C(O1)C=C(C=C2CCCCC)O)=O)C 2-acetonyl-7-hydroxy-2-methyl-5-pentyl-1,3-benzodioxin-4-one